[Zr].[Cr].[Ti].[Cu] copper-titanium-chromium-zirconium